O=C1NC(CCC1N1C(C2=CC=C(C=C2C1)CN1CCN(CC1)C1CCN(CC1)C1=CC=C(C=C1)NC1=NC=C(C(=N1)NCC=1C=NC=CN1)C(F)(F)F)=O)=O 3-(((2-((4-(4-(4-((2-(2,6-dioxopiperidin-3-yl)-1-oxoisoindoline-5-yl)methyl)piperazin-1-yl)piperidin-1-yl)phenyl)amino)-5-(trifluoromethyl)pyrimidin-4-yl)amino)methyl)pyrazine